tertbutyl ((1-((4-cyclopropoxy 3-((2-methoxyphenyl) sulfonamido)benzo[d]isoxazol-6-yl)methyl)-1H-pyrazol-4-yl)methyl)carbamate C1(CC1)OC1=CC(=CC2=C1C(=NO2)NS(=O)(=O)C2=C(C=CC=C2)OC)CN2N=CC(=C2)CNC(OC(C)(C)C)=O